titanium di-n-butoxide bis(ethylacetoacetate) C(C)CC(CC(=O)[O-])=O.C(C)CC(CC(=O)[O-])=O.[O-]CCCC.[O-]CCCC.[Ti+4]